7-(3-amino-4,5-difluorophenyl)-6-chloro-1-(2-isopropyl-4-methylpyridin-3-yl)-2-oxo-1,2-dihydro-1,8-naphthyridine-3-carbonitrile NC=1C=C(C=C(C1F)F)C1=C(C=C2C=C(C(N(C2=N1)C=1C(=NC=CC1C)C(C)C)=O)C#N)Cl